ClC1=C(C=CC(=C1)C(F)(F)F)NC(=O)C1(CC1)N1N=CC(=C1)C#CC1CN(C1)C=1C=C2C(N(C(C2=CC1)=O)C1C(NC(CC1)=O)=O)=O N-(2-chloro-4-(trifluoromethyl)phenyl)-1-(4-((1-(2-(2,6-dioxopiperidin-3-yl)-1,3-dioxoisoindolin-5-yl)azetidin-3-yl)ethynyl)-1H-pyrazol-1-yl)cyclopropane-1-carboxamide